1-(4-phenylthiophenyl)butane-1,2-dione-2-oxime C1(=CC=CC=C1)SC1=CC=C(C=C1)C(C(CC)=NO)=O